N-(2-bromopyrimidin-5-yl)-6-ethoxy-2-methylpyrazolo[1,5-a]pyridine-5-carboxamide BrC1=NC=C(C=N1)NC(=O)C1=CC=2N(C=C1OCC)N=C(C2)C